NC1=CC=C(C=N1)\C=C/C(=O)O (Z)-3-(6-aminopyridin-3-yl)acrylic acid